NCC=1C=CC2=C(CCS2(=O)=O)C1 5-(amino-methyl)-2,3-dihydro-1λ6-benzo-thiophene-1,1-dione